(2-fluorophenyl)(phenyl)sulfane FC1=C(C=CC=C1)SC1=CC=CC=C1